[Cl-].ClC=1C=C(C=CC1Cl)[Zn+] 3,4-dichlorophenyl-zinc chloride